(+/-)-1-(3-chloro-5-fluoropyridin-2-yl)ethanamine ClC=1C(=NC=C(C1)F)[C@@H](C)N |r|